(S,E)-N-((5-Chloropyridin-2-yl)methylene)-2-methylpropane-2-sulfinamide ClC=1C=CC(=NC1)\C=N\[S@@](=O)C(C)(C)C